ClC1=C(C=CC=2C3=C(NC12)CCN([C@H]3C)C(CNC(OC(C)(C)C)=O)=O)Cl tert-butyl (S)-(2-(6,7-dichloro-1-methyl-1,3,4,5-tetrahydro-2H-pyrido[4,3-b]indol-2-yl)-2-oxoethyl)carbamate